2-(2-bromoethoxy)-tetrahydro-2H-pyran BrCCOC1OCCCC1